C(C)OC(=O)C1C(NCCC1)C1=CC=C(C=C1)NC(=O)OC(C)(C)C ethyl-2-(4-((tert-butoxycarbonyl)amino)phenyl)piperidine-3-carboxylate